C1(CC1)C=1N=NN(C1)[C@H](C(=O)N1[C@@H](C[C@H](C1)O)C(=O)NC(C)C=1C=NN(C1)C(C)C)C(C)(C)C (2S,4R)-1-[(2S)-2-(4-cyclopropyltriazol-1-yl)-3,3-dimethyl-butanoyl]-4-hydroxy-N-[1-(1-isopropylpyrazol-4-yl)ethyl]pyrrolidine-2-carboxamide